N-(1-(7-(3-(2-cyanopropan-2-yl)-8-ethynyl-7-fluoronaphthalen-1-yl)-8-fluoro-2-((tetrahydro-1H-pyrrolizin-7a(5H)-yl)methoxy)pyrido[4,3-d]pyrimidin-4-yl)azepan-3-yl)acrylamide C(#N)C(C)(C)C=1C=C(C2=C(C(=CC=C2C1)F)C#C)C1=C(C=2N=C(N=C(C2C=N1)N1CC(CCCC1)NC(C=C)=O)OCC12CCCN2CCC1)F